NC1=NC=CC(=N1)C1=C2C(=C(N=C1)NCC=1C=C(C(=O)NC)C=CC1)OCC2 3-(((4-(2-aminopyrimidin-4-yl)-2,3-dihydrofuro[2,3-c]pyridin-7-yl)amino)methyl)-N-methylbenzamide